Tert-butyl (1-(5-((3-amino-2-chlorophenyl)thio)pyrazin-2-yl)-4-methylpiperidin-4-yl)carbamate NC=1C(=C(C=CC1)SC=1N=CC(=NC1)N1CCC(CC1)(C)NC(OC(C)(C)C)=O)Cl